(2-(2-hydroxyethoxy)ethyl)thiophene-2,5-dicarboxamide OCCOCCC1=C(SC(=C1)C(=O)N)C(=O)N